ClC=1C(=C(C=C(C1)Cl)CNC=1C=CC=[N+](C1)CO)O 5-((3,5-dichloro-2-hydroxyphenylmethyl)amino)-N-hydroxymethylpyridinium